O[C@@H](C(=O)OCC)C (R)-ethyl 2-hydroxypropionate